ClC1=NC(=CN=C1)OC 2-Chloro-6-methoxypyrazine